NC1=NC=CC=C1S(=O)(=O)NC(=O)C=1C(=NC(=CC1)C1=C(C=C(C=C1C)OC)C)N1C(C[C@@H](C1)C)(C)C N-[(2-Amino-3-pyridyl)sulfonyl]-6-(4-methoxy-2,6-dimethylphenyl)-2-[(4S)-2,2,4-trimethylpyrrolidin-1-yl]pyridin-3-carboxamid